(R)-3-(3-bromo-5-chlorophenyl)-morpholine BrC=1C=C(C=C(C1)Cl)[C@H]1NCCOC1